BrC=1C=CC(=NC1)C1=C(C(=NO1)C)C(=O)O 5-(5-bromopyridin-2-yl)-3-methylisoxazole-4-carboxylic acid